methyltriisopropoxysilane C[Si](OC(C)C)(OC(C)C)OC(C)C